FC1=C(C(=CC=C1C#CC1(COC1)OC)O)N1CC(NS1(=O)=O)=O 5-(2-fluoro-6-hydroxy-3-((3-methoxyoxetan-3-yl)ethynyl)phenyl)-1,2,5-thiadiazolidin-3-one 1,1-dioxide